P-[12-(2,3,4,5,6-pentafluorophenoxy)dodecyl]-Phosphonic acid FC1=C(OCCCCCCCCCCCCP(O)(O)=O)C(=C(C(=C1F)F)F)F